CN1C(N(C=2N=C(N(C2C1=O)C)S(=O)(=O)CC1=CC=C(C#N)C=C1)C)=O 4-((1,3,7-trimethyl-2,6-dioxo-2,3,6,7-tetrahydro-1H-purin-8-ylsulfonyl)methyl)benzonitrile